3-methylbutanal CC(CC=O)C